C12CNCC(CC1)N2C=2SC=1CN(CCC1N2)C(=O)C=2C=NC(=CC2)C(F)F (2-(3,8-diazabicyclo[3.2.1]octan-8-yl)-6,7-dihydrothiazolo[5,4-c]pyridin-5(4H)-yl)(6-(difluoromethyl)pyridin-3-yl)methanone